(1R,3S)-3-amino-N-(4-iodo-5-methylpyridin-2-yl)cyclohexane-1-carboxamide N[C@@H]1C[C@@H](CCC1)C(=O)NC1=NC=C(C(=C1)I)C